4-α-hydroxyisopropylphenyl-t-butyl ketone OC(C)(C)C1=CC=C(C=C1)CC(C)(C)C(=O)C(CC1=CC=C(C=C1)C(C)(C)O)(C)C